rac-(1S*,2S*)-N-(6-chloropyrimidin-4-yl)-2-(6-methylpyridin-2-yl)cyclopropane-1-carboxamide ClC1=CC(=NC=N1)NC(=O)[C@@H]1[C@H](C1)C1=NC(=CC=C1)C |r|